C(=O)(O)[C@H](CCCC1=CC=C(C=C1)OCCOCCOCC)N1CCN(CCN(CCN(CC1)C(C(=O)[O-])CCO)C(CCO)C(=O)[O-])C(C(=O)[O-])CCO 2,2'-{4-[(1S)-1-carboxy-4-{4-[2-(2-ethoxyethoxy)ethoxy]phenyl}butyl]-10-[1-carboxylato-3-hydroxypropyl]-1,4,7,10-tetraazacyclododecane-1,7-diyl}bis(4-hydroxybutanoate)